1-[5-tert-butyl-2-[3-(morpholinomethyl)phenyl]pyrazol-3-yl]-3-[4-[(3-oxo-4H-pyrido[3,2-b][1,4]oxazin-8-yl)oxy]-2-(trifluoromethyl)phenyl]urea C(C)(C)(C)C=1C=C(N(N1)C1=CC(=CC=C1)CN1CCOCC1)NC(=O)NC1=C(C=C(C=C1)OC1=CC=NC2=C1OCC(N2)=O)C(F)(F)F